ClC=1C=CC=2N=CN=C(C2N1)NCC#N 2-((6-Chloropyrido[3,2-d]pyrimidin-4-yl)amino)acetonitrile